S1C(=CC=C1)CCC(=O)N1CCN(CC1)C(=O)C1=CC=C(C=C1)NS(=O)(=O)C=1C=CC=C2C=CC=NC12 N-(4-(4-(3-(Thiophen-2-yl)propanoyl)piperazine-1-carbonyl)phenyl)quinoline-8-sulfonamide